1-(4-(2-(4-methoxyphenyl)propan-2-yl)thiazol-2-yl)-3-(3-(methylsulfonyl)-propyl)urea COC1=CC=C(C=C1)C(C)(C)C=1N=C(SC1)NC(=O)NCCCS(=O)(=O)C